C[C@@H](C[C@H]([C@@H](C(=C)C)O)O)[C@@H]1CC[C@@]23[C@@]1(C2)CC[C@H]4[C@]3([C@@H](C[C@@H]5[C@@]4(CC[C@H](C5(C)C)OC(=O)C)C)O[C@H]6[C@@H]([C@H]([C@@H]([C@H](O6)COC(=O)C)O)O)O)C The molecule is a triterpenoid saponin that is 13,30-cyclodammar-25-ene-3,7,23,24-tetrol esterified to the corresponding acetate at position 3 and attached to a 6-O-acetyl-beta-D-glucopyranosyl residue at position 7 via a glycosidic linkage. Isolated from Dysoxylum cumingianum, it exhibits antileukemic activity. It has a role as an antineoplastic agent and a plant metabolite. It is a beta-D-glucoside, an acetate ester, a monosaccharide derivative, a pentacyclic triterpenoid, a triterpenoid saponin and a secondary alcohol.